FC1(CN(CC[C@H]1OC1=C2C(=C(C=NC2=CC=C1OC)C#N)O)C)F (R)-5-((3,3-difluoro-1-methylpiperidin-4-yl)oxy)-4-hydroxy-6-methoxyquinoline-3-carbonitrile